NCCSSCCC(C(=O)N)CN1CCCCC1 (2-((2-aminoethyl)disulfanyl)ethyl)-3-(piperidin-1-yl)propanamide